1,3-Bis(dimethylamino)-2-propanol CN(CC(CN(C)C)O)C